O=C1N(C=NC2=CC=CC=C12)CCC(=O)NC=1SC(=CN1)C(F)(F)F 3-(4-oxoquinazolin-3(4H)-yl)-N-(5-(trifluoromethyl)thiazol-2-yl)propanamide